4-(cyclohex-1-en-1-yl)-2-methylbut-3-yn-2-ol C1(=CCCCC1)C#CC(C)(O)C